ClC1=C(CNC2CCC(CC2)C(=O)NC2=CC(=C(C=C2)C)OC)C(=CC=C1)[N+](=O)[O-] (1s,4s)-4-(2-chloro-6-nitrobenzylamino)-N-(3-methoxy-4-methylphenyl)cyclohexanecarboxamide